C(CCCCC)C1CCCC2=C(N(C3=C(C=CC=C23)C(=O)O)CC2=CC(=CC=C2)OC)C1 7-hexyl-5-[(3-methoxyphenyl)methyl]-5H,6H,7H,8H,10H-cyclohepta[b]indole-4-carboxylic acid